(1-{2,6-difluoro-4-[4-(3-methyl-butoxy)-pyrimidin-2-yl]-phenyl}-piperidin-4-yl)-acetic acid FC1=C(C(=CC(=C1)C1=NC=CC(=N1)OCCC(C)C)F)N1CCC(CC1)CC(=O)O